FC(CC[C@H]1CN(C2=C(S(C1(F)F)(=O)=O)C=C(C(=C2)C(F)(F)F)OCC2(CC2)C(=O)OCC)C2=CC=C(C=C2)F)(C)F ethyl (S)-1-(((3-(3,3-difluorobutyl)-2,2-difluoro-5-(4-fluorophenyl)-1,1-dioxido-7-(trifluoromethyl)-2,3,4,5-tetrahydrobenzo[b][1,4]thiazepin-8-yl)oxy)methyl)cyclopropane-1-carboxylate